C(C)OC1=CN=CC(=N1)C=1C=CC(=NC1)CO (5-(6-ethoxypyrazin-2-yl)pyridin-2-yl)methanol